4-(7-(2-aminobenzo[d]thiazol-4-yl)-6-chloro-8-fluoro-2-(((S)-1-methylpyrrolidin-2-yl)methoxy)quinazolin-4-yl)-1,4-diazepan-2-one NC=1SC2=C(N1)C(=CC=C2)C2=C(C=C1C(=NC(=NC1=C2F)OC[C@H]2N(CCC2)C)N2CC(NCCC2)=O)Cl